C(C)OC(CC(C=1C=C(C2=C(CCO2)C1)CO)C1=C(C2=C(N(N=N2)C)C=C1)C)=O 3-(1,4-Dimethyl-1H-benzotriazol-5-yl)-3-[7-(hydroxymethyl)-2,3-dihydro-1-benzofuran-5-yl]propionic acid ethyl ester